COC1=C(C=CC(=C1)N1CCOCC1)NC=1N=CC2=C(N1)C(=NC=C2)NCC(C)(C)C N2-(2-methoxy-4-morpholinophenyl)-N8-neopentylpyrido[3,4-d]pyrimidine-2,8-diamine